iron (II) chloride hydrate O.[Fe](Cl)Cl